N-((2R)-1-(7-(1H-indazol-5-yl)-9-methyl-8-oxo-3,9-diazaspiro[5.5]undecan-3-yl)-3-methyl-1-oxobutan-2-yl)-2-fluoro-5-(trifluoromethyl)benzamide N1N=CC2=CC(=CC=C12)C1C2(CCN(CC2)C([C@@H](C(C)C)NC(C2=C(C=CC(=C2)C(F)(F)F)F)=O)=O)CCN(C1=O)C